FC1=C(OCC2=NC=CC(=N2)O[C@@H]2C[C@@H](N(CC2)CC2=NC3=C(N2[C@@H]2COC[C@@H]2OC)C=C(C=C3)C(=O)OC)C)C=CC(=C1)F Methyl 2-(((2S,4S)-4-((2-((2,4-difluorophenoxy)methyl)pyrimidin-4-yl)oxy)-2-methylpiperidin-1-yl)methyl)-1-((3R,4R)-4-methoxytetrahydrofuran-3-yl)-1H-benzo[d]imidazole-6-carboxylate